FC1=C(C(=CC=C1C(=O)C1=NNC2=NC=C(C=C21)C=2C=NC=NC2)F)NS(=O)(=O)CCC N-[2,6-difluoro-3-(5-pyrimidin-5-yl-1H-pyrazolo[3,4-b]pyridine-3-carbonyl)phenyl]propane-1-sulfonamide